6-(2-(3-Fluorophenyl)cyclobutyl)quinoline FC=1C=C(C=CC1)C1C(CC1)C=1C=C2C=CC=NC2=CC1